(1RS,2SR)-2-((2-Fluoro-6-methylpyridin-3-yl)thio)cyclopentane-1-carboxylic acid FC1=NC(=CC=C1S[C@@H]1[C@H](CCC1)C(=O)O)C |r|